FC(OC=1C=C(C=CC1)N1C(N(C2=C1C=CC(=C2)C(=O)OC)C(C)C)=O)F methyl 1-(3-(difluoromethoxy)phenyl)-3-isopropyl-2-oxo-2,3-dihydro-1H-benzo[d]imidazole-5-carboxylate